O=C1NC(CCC1N1C(N(C2=C1C=CC=C2C=2CN(CC2)C(=O)OC(C)(C)C)C)=O)=O 1-Tert-butyl 3-[1-(2,6-dioxo-3-piperidyl)-3-methyl-2-oxo-benzimidazol-4-yl]-2,5-dihydropyrrole-1-carboxylate